C(CCCCCC(C)C)(=O)[O-].[Zn+2].C(CCCCCC(C)C)(=O)[O-] zinc (II) isononanoate